1,1-Cyclohexanedimethanol C1(CCCCC1)(CO)CO